CSC1=C(C(OC1)=O)C#N 4-(methylthio)-2-oxo-2,5-dihydrofuran-3-carbonitrile